CC=1C=C(C=C(C1)C)P(OC(C)(C)C)C1=CC(=CC(=C1)C)C bis(3,5-dimethylphenyl)tert-butoxyphosphine